C(CCC)NC(=O)OC[C@@H]1[C@H]([C@H]([C@@H](O1)N1C=NC=2C(NCC3=CC=C(C=C3)O)=NC=NC12)O)O 5'-O-(n-Butylaminocarbonyl)-N6-(4-hydroxybenzyl)adenosine